P(=O)(O)(O)O.CP(O)(O)=O methylphosphonic acid hydrogen phosphate